N1=NC=C2C1=CN=C(C2)C=O pyrazolo[3,4-c]pyridine-5-carbaldehyde